tert-Butyl (S)-2-((S)-2-amino-3-(1H-indol-3-yl)propanamido)-6-diazo-5-oxohexanoate N[C@H](C(=O)N[C@H](C(=O)OC(C)(C)C)CCC(C=[N+]=[N-])=O)CC1=CNC2=CC=CC=C12